CC1=C(C(=NO1)C)CC 2-(dimethyl-1,2-oxazol-4-yl)ethan